BrC1=CC(=C(C(=C1)C)N1N=C2N=C(NC(C2=C1)=O)C)C 2-(4-bromo-2,6-dimethylphenyl)-6-methyl-2,5-dihydro-4H-pyrazolo[3,4-d]pyrimidin-4-one